C[C@@H]1CN(CCC1)CC1=CC2=C(C(N(C2)C2=CC(=CC=C2)C2(CC(C2)C)C2=NN=CN2C)=O)N1 2-{[(3S)-3-methylpiperidin-1-yl]methyl}-5-(3-[(1s,3S)-3-methyl-1-(4-methyl-4H-1,2,4-triazol-3-yl)cyclobutyl]phenyl)-1H,4H,5H,6H-pyrrolo[2,3-c]pyrrole-6-one